FC(CN1N=CC=2C1=NC(=CN2)NC2CCC1(CN(C1)C=1C(=NC=CC1)C(F)(F)F)CC2)F N-[1-(2,2-difluoroethyl)-1H-pyrazolo[3,4-b]pyrazin-6-yl]-2-[2-(trifluoromethyl)pyridin-3-yl]-2-azaspiro[3.5]nonan-7-amine